C(C1=CC=CC=C1)N1S(C(C(C2=C1N=C(N2C2=CC=CC=C2)SCCC)=O)C2=CC=C(C=C2)Cl)(=O)=O 1-benzyl-3-(4-chlorophenyl)-5-phenyl-6-(propylthio)-3,5-dihydroimidazo[4,5-c][1,2]thiazin-4(1H)-one 2,2-dioxide